FC=1C=CC(=NC1)C1=NN(C=C1C1=C2C(=NC=C1)NC=C2C#N)C 4-[3-(5-Fluoro-2-pyridyl)-1-methyl-pyrazol-4-yl]-1H-pyrrolo[2,3-b]pyridine-3-carbonitrile